bis(4-tert-butylphenyl)iodonium camphorsulfonate C12(C(=O)CC(CC1)C2(C)C)CS(=O)(=O)[O-].C(C)(C)(C)C2=CC=C(C=C2)[I+]C2=CC=C(C=C2)C(C)(C)C